C(C)(C)(C)N=[Nb](N(C)C)N(C)C (tert-butylimino)bis(dimethylamino)niobium